ClCC=1N=C(SC1)N 4-chloromethylthiazol-2-amine